methanoazulen-6-yl formate C(=O)OC1=CC=C2C=C3C(=C2C=C1)C3